Thulium(III) triflate [O-]S(=O)(=O)C(F)(F)F.[Tm+3].[O-]S(=O)(=O)C(F)(F)F.[O-]S(=O)(=O)C(F)(F)F